ethyl N-[(Z)-N-[3-[6-cyclopropyl-4-(2-fluoro-4-iodo-anilino)-1,3-dimethyl-2,5-dioxo-pyrido[2,3-d]pyridazin-8-yl]phenyl]-N'-methyl-carbamimidoyl]carbamate C1(CC1)N1N=C(C2=C(C1=O)C(=C(C(N2C)=O)C)NC2=C(C=C(C=C2)I)F)C=2C=C(C=CC2)N/C(=N/C)/NC(OCC)=O